4-(7-aminohept-1-yn-1-yl)-2-(2,6-dioxopiperidin-3-yl)isoindoline-1,3-dione NCCCCCC#CC1=C2C(N(C(C2=CC=C1)=O)C1C(NC(CC1)=O)=O)=O